COC=1C=C(C=CC1)N1C=NC2=CC=C(C=C2C1=O)[N+](=O)[O-] 3-(3-methoxyphenyl)-6-nitroquinazolin-4(3H)-one